4-((3-(4-(1H-pyrazol-1-yl)phenyl)-1-methylpiperidin-4-yl)methyl)-5,7-dimethyl-1H-indole N1(N=CC=C1)C1=CC=C(C=C1)C1CN(CCC1CC1=C2C=CNC2=C(C=C1C)C)C